ClC=1C(=C(C=CC1)NC(=O)C1=CC(=CC=2NC(=NC21)C2CC2)NC(=O)C2=C(C=CC=C2)C(F)(F)F)C N-(3-chloro-2-methylphenyl)-2-cyclopropyl-6-({[2-(trifluoromethyl)phenyl]carbonyl}amino)-1H-benzimidazole-4-carboxamide